C[N+](C)(C)CC(CC(=O)[O-])OC(=O)CCCCCCCCC(=O)O The molecule is an O-acylcarnitine having sebacoyl as the acyl substituent. It has a role as a metabolite. It is an O-acylcarnitine, a carboxylic ester and an ammonium betaine. It derives from a carnitine.